1-((2S,3R,4R)-6-fluoro-4-((2-hydroxypyrimidin-4-yl)amino)-2,3-dimethyl-3,4-dihydroquinolin-1(2H)-yl)ethanone FC=1C=C2[C@@H]([C@H]([C@@H](N(C2=CC1)C(C)=O)C)C)NC1=NC(=NC=C1)O